C(=O)C1=CC=C(C=C1)S(=O)(=O)N 4-formylbenzenesulfonamide